2-amino-3-trifluoromethyl-naphthoquinone carbon [C].NC=1C(C2=CC=CC=C2C(C1C(F)(F)F)=O)=O